COC1=C(C=CC2=CC=CC=C12)CN1CCN(CCN(CCN(CC1)CC(=O)O)CC(=O)O)CC(=O)O 2,2',2''-(10-((1-methoxynaphthalen-2-yl)methyl)-1,4,7,10-tetraazacyclododecane-1,4,7-triyl)triacetic acid